(S)-N-(4-cyanobenzyl)-8-((1-((3-hydroxypyrrolidin-1-yl)sulfonyl)cyclopropyl)methoxy)-1-methyl-2-oxo-1,2-dihydro-1,7-naphthyridine-3-carboxamide C(#N)C1=CC=C(CNC(=O)C=2C(N(C3=C(N=CC=C3C2)OCC2(CC2)S(=O)(=O)N2C[C@H](CC2)O)C)=O)C=C1